CC1=CC(=NN1)C1(NC(NC1=O)=O)CCC(=O)O 3-(4-(5-methyl-1H-pyrazol-3-yl)-2,5-dioxoimidazolidin-4-yl)propionic acid